dihydropyrimido[5,4-b][1,4]oxazine N1CNC=C2OC=CN=C21